C(C)(C)(C)[S@@](=O)N[C@H]1C(COC12CCN(CC2)C(=O)OC(C)(C)C)(C)C tert-butyl (S)-4-(((R)-tert-butylsulfinyl)amino)-3,3-dimethyl-1-oxa-8-azaspiro[4.5]decane-8-carboxylate